2-iso-propoxy-β-methylstyrene C(C)(C)OC1=C(C=CC)C=CC=C1